CC1=C(C2=CC3=NC(=CC4=C(C(=C([N-]4)C=C5C(=C(C(=N5)C=C1[N-]2)[C@H](CC/C=C(\\C)/CC/C=C(\\C)/CCC=C(C)C)O)C)C=O)CCC(=O)O)C(=C3C)CCC(=O)O)C=C.[Fe+2] The molecule is a heme a and a ferroheme. It has a role as a mouse metabolite. It is a conjugate acid of a ferroheme a(2-).